4-fluoro-3-(4-(trifluoromethyl)piperidin-1-yl)aniline FC1=C(C=C(N)C=C1)N1CCC(CC1)C(F)(F)F